(4-aminophenyl)-(4-methylpiperazin-1-yl)methanone NC1=CC=C(C=C1)C(=O)N1CCN(CC1)C